(R)-6-(2-hydroxy-2-methylpropyl)-4-(3-methylmorpholinyl)-2-(1H-pyrazol-3-yl)-8,9-dihydro-1,3,6,9a-tetraazabenzo[cd]azulene-7(6H)-one OC(CN1C=2C3=C(C(=NN3CCC1=O)C1=NNC=C1)N=C(C2)N2[C@@H](COCC2)C)(C)C